OC1=C(C=C(CC2=C(C=C(OCC(=O)NCC#C)C=C2C)C)C=C1)C(C)C (4-(4-hydroxy-3-isopropylbenzyl)-3,5-dimethylphenoxy)-N-(prop-2-yn-1-yl)acetamide